C1(CCCC2=CC=CC=C12)[N+]#[C-] 1,2,3,4-TETRAHYDRONAPHTHALEN-1-YL ISOCYANIDE